N-((1r,4r)-4-Aminocyclohexyl)-6-chloropyridine-3-sulfonamide trifluoroacetate FC(C(=O)O)(F)F.NC1CCC(CC1)NS(=O)(=O)C=1C=NC(=CC1)Cl